(S)-2-((4-(methoxy-methyl)-5-(4-(4-methylisoxazol-3-yl)phenyl)pyridin-2-yl)amino)-6,6a,7,8-tetrahydro-9H-pyrido-[2,3-b]pyrrolo[1,2-d]-[1,4]oxazin-9-one COCC1=CC(=NC=C1C1=CC=C(C=C1)C1=NOC=C1C)NC1=CC2=C(OC[C@H]3N2C(CC3)=O)N=C1